ClC=1N=CC2=C(N1)N=C(S2)S 5-Chlorothiazolo[4,5-d]pyrimidine-2-thiol